(S)-6-((1-Acryloyl-3-(2,3-dichloro-6-fluorophenyl)pyrrolidin-3-yl)amino)-5-fluoro-3-(methyl-d3)quinazolin-4(3H)-one C(C=C)(=O)N1C[C@](CC1)(C1=C(C(=CC=C1F)Cl)Cl)NC=1C(=C2C(N(C=NC2=CC1)C([2H])([2H])[2H])=O)F